ClC1=C2C3(C(N(C2=CC=C1)C1=C(C=NN1C)I)=O)CC3 4'-Chloro-1'-(4-iodo-1-methyl-1H-pyrazol-5-yl)spiro[cyclopropane-1,3'-indoline]-2'-one